[Si](C)(C)(C(C)(C)C)N=[S@@](=O)(N[C@@H](C)C1=CC=C(C=C1)OC)C1=CN=C(S1)[C@@](CO[Si](C)(C)C(C)(C)C)(C)O (S)-N'-(tert-butyldimethylsilyl)-2-((S)-1-((tert-butyldimethylsilyl)oxy)-2-hydroxypropan-2-yl)-N-((S)-1-(4-methoxyphenyl)ethyl)thiazole-5-sulfonimidamide